(E)-3-(2-(4-((4-(difluoromethoxy)phenyl)sulfonyl)piperazin-1-yl)phenyl)-N-hydroxyacrylamide FC(OC1=CC=C(C=C1)S(=O)(=O)N1CCN(CC1)C1=C(C=CC=C1)/C=C/C(=O)NO)F